N1CC(C1)N1CCC(CC1)NC(OC(C)(C)C)=O tert-butyl (1-(azetidin-3-yl)piperidin-4-yl)carbamate